3-((5-((4R,5R)-5-(4-fluorophenyl)-2-oxo-1,3-oxazolidin-4-yl)-3-pyridinyl)ethynyl)benzonitrile FC1=CC=C(C=C1)[C@@H]1[C@H](NC(O1)=O)C=1C=C(C=NC1)C#CC=1C=C(C#N)C=CC1